O1CC(CC1)OC1=CC=C(C=N1)CNC(=O)N1N=CC=C1 N-((6-((tetrahydrofuran-3-yl)oxy)pyridin-3-yl)methyl)-1H-pyrazole-1-carboxamide